2-(1-(4-(4-methylpiperazin-1-yl)phenyl)ethyl)-10H-phenothiazine mesylate S(C)(=O)(=O)O.CN1CCN(CC1)C1=CC=C(C=C1)C(C)C1=CC=2NC3=CC=CC=C3SC2C=C1